NC12C(OC(C1)(C2)C)C2=NC=1C(=NC=CC1)N2 2-[4-amino-1-methyl-2-oxabicyclo[2.1.1]hexan-3-yl]-3H-imidazo[4,5-b]pyridin